C(=O)(OC(C)(C)C)C=1C(=C(C#N)C=CC1N)F 3-Boc-amino-2-fluorobenzonitrile